tert-Butyl (S)-((6-chloro-2-methoxypyridin-3-yl)methyl)((5-oxopyrrolidin-2-yl)methyl)carbamate ClC1=CC=C(C(=N1)OC)CN(C(OC(C)(C)C)=O)C[C@H]1NC(CC1)=O